2,6-di-t-butyl-4-(4-methoxybenzylidene)cyclohexa-2,5-dien-1-one C(C)(C)(C)C=1C(C(=CC(C1)=CC1=CC=C(C=C1)OC)C(C)(C)C)=O